tert-butyl 7-fluoro-6-(4,4,5,5-tetramethyl-1,3,2-dioxaborolan-2-yl)-2,3-dihydroindole-1-carboxylate FC=1C(=CC=C2CCN(C12)C(=O)OC(C)(C)C)B1OC(C(O1)(C)C)(C)C